Cl.Cl.NCCCCCCOC1=C(C=CC(=C1)C1=C(N=CS1)C)CC1(N(CC(C1)O)C([C@H](C(C)(C)C)NC(=O)C1(CC1)F)=O)C(=O)N [[2-(6-aminohexoxy)-4-(4-methylthiazol-5-yl)phenyl]methyl]-1-[(2S)-2-[(1-fluorocyclopropanecarbonyl)amino]-3,3-dimethyl-butanoyl]-4-hydroxy-pyrrolidine-2-carboxamide dihydrochloride